6-[(4-{[(1S)-2-hydroxy-1-phenylethyl]amino}-5-[3-(1-methylpiperidin-4-yl)-1,2,4-oxadiazol-5-yl]pyridin-2-yl)amino]-1-methyl-2H-pyrazolo[3,4-b]pyridin-3-one OC[C@H](C1=CC=CC=C1)NC1=CC(=NC=C1C1=NC(=NO1)C1CCN(CC1)C)NC1=CC=C2C(=N1)N(NC2=O)C